IC1=CC(=C(C(=O)NC2=CC(=CC3=C2N=C2N3[C@H]3CC[C@@H]2C3)C)C=C1)N1CCC3(CC3)CC1 4-iodo-N-((1S,4R)-8-methyl-1,2,3,4-tetrahydro-1,4-methylenebenzo[4,5]imidazo[1,2-a]pyridin-6-yl)-2-(6-azaspiro[2.5]oct-6-yl)benzamide